O1C(=CC=C1)C=1C=CC(=C(C1)NC1=NC=NC2=CC(=C(C=C12)NC1CCN(CC1)C(C=C)=O)O[C@H]1COCC1)OC (R)-1-(4-((4-((5-(furan-2-yl)-2-methoxyphenyl)amino)-7-((tetrahydrofuran-3-yl)oxy)quinazoline-6-yl)amino)piperidin-1-yl)prop-2-en-1-one